[Cl-].CN1CN(C=C1)CC=C 3-methyl-1-allylimidazole chloride salt